4-((1-(4-(2-(2-aminopyridin-3-yl)-5-(pyridin-4-yl)-3H-imidazo[4,5-b]pyridin-3-yl)benzyl)piperidin-4-yl)amino)pyrimidine-2-carbonitrile NC1=NC=CC=C1C1=NC=2C(=NC(=CC2)C2=CC=NC=C2)N1C1=CC=C(CN2CCC(CC2)NC2=NC(=NC=C2)C#N)C=C1